4-[5-(aminomethyl)pyrimidin-2-yl]-3-[6-(dimethylamino)-2-methylpyrimidin-4-yl]oxybenzonitrile NCC=1C=NC(=NC1)C1=C(C=C(C#N)C=C1)OC1=NC(=NC(=C1)N(C)C)C